FC(C1=CC=2C3=C(C=NC2C=C1)N=C(N3[C@H]3C[C@H](OCC3)C)[C@@H]3COCC3)F 8-(difluoromethyl)-1-[(2R,4R)-2-methyltetrahydro-2H-pyran-4-yl]-2-[(3R)-tetrahydro-furan-3-yl]-1H-imidazo[4,5-c]quinoline